C1(=CC(=CC=C1)N1C2=CC=C(C=C2C=2C=C(C=CC12)Br)Br)C1=CC=CC=C1 9-([1,1'-biphenyl]-3-yl)-3,6-dibromo-9H-carbazole